7-(1-(adamantan-1-ylmethyl)-5-methyl-1H-pyrazol-4-yl)-3-oxo-3,4-dihydro-2H-pyrido[3,2-b][1,4]oxazine-8-carboxylic acid methyl ester COC(=O)C1=C(C=NC2=C1OCC(N2)=O)C=2C=NN(C2C)CC21CC3CC(CC(C2)C3)C1